5-acetyl-4-methylthieno[2,3-b]pyridin-6(7H)-one C(C)(=O)C1=C(C2=C(NC1=O)SC=C2)C